tert-butyl 1-formyl-5,6-dihydroimidazo[1,5-a]pyrazine-7(8H)-carboxylate C(=O)C=1N=CN2C1CN(CC2)C(=O)OC(C)(C)C